(S)-7-(3-chloro-5-fluorophenoxy)-N-((1R,5S,8s)-3-(6-methylpyrimidin-4-yl)-3-azabicyclo[3.2.1]octan-8-yl)-6,7-dihydro-5H-pyrrolo[1,2-b][1,2,4]triazol-2-amine ClC=1C=C(O[C@H]2CCN3N=C(N=C32)NC3[C@H]2CN(C[C@@H]3CC2)C2=NC=NC(=C2)C)C=C(C1)F